C1(=CC=CC=C1)C(SCCOCCOCCOCCOCCOCCOCCOCCOCCOCCOCCOCCN)(C1=CC=CC=C1)C1=CC=CC=C1 1,1,1-triphenyl-5,8,11,14,17,20,23,26,29,32,35-undecaoxa-2-thiaheptatriacontan-37-amine